5-(1-methylpyrazol-3-yl)-1,3,4-oxadiazole-2-carboxylic acid CN1N=C(C=C1)C1=NN=C(O1)C(=O)O